FC(C=1N=C2N(N=C(C(=C2)C)N2CC=3C=C(C=NC3CC2)N2C[C@H](OCC2)C)C(C1)=O)F (R)-2-(difluoromethyl)-8-methyl-7-(3-(2-methylmorpholino)-7,8-dihydro-1,6-naphthyridin-6(5H)-yl)-4H-pyrimido[1,2-b]pyridazin-4-one